7-bromobenzo[C][1,2,5]thiadiazole-4-formaldehyde BrC1=CC=C(C=2C1=NSN2)C=O